COC(=O)C1=C(C(=NS1)C1=CC=CC=2N=CSC21)I.C(=O)(O)C=2C=C(C=CC2C(=O)O)CCC2=CC(=C(C=C2)C(=O)O)C(=O)O 1,2-bis(3,4-dicarboxyphenyl)ethane METHYL-3-(BENZO[D]THIAZOL-7-YL)-4-IODOISOTHIAZOLE-5-CARBOXYLATE